ammonium DL-homoalanin-4-yl (methyl)-phosphinate CP(OCC[C@H](N)C(=O)O)=O.[NH4+] |r|